COC1=CC=C(CSC2=CC(=C(C=C2)N2CCCCC2)[N+](=O)[O-])C=C1 1-(4-((4-methoxybenzyl)thio)-2-nitrophenyl)piperidine